3-methyl-alpha-methyl-3-methyl-butyraldehyde CC(C(C=O)C)(C)C